C(C1=CC=CC=C1)OC(=O)N[C@H](C(=O)OC)C(C)NC(=O)OC(C)(C)C (2S)-Methyl 2-(((benzyloxy)carbonyl)amino)-3-((tert-butoxycarbonyl)amino)butanoate